1-(2-iodophenyl)-(S)-1-methoxy-3-methyl-butyl-(S)-2-cyclopropylcarbamate IC1=C(C=CC=C1)[C@](CC(C)C)(OC)N(C([O-])=O)C1CC1